(2-((5-chloro-4-(5,5-dimethyl-5,6-dihydro-4H-pyrrolo[1,2-b]pyrazol-3-yl)pyridin-2-yl)amino)-2-oxoethyl)benzamide ClC=1C(=CC(=NC1)NC(CC1=C(C(=O)N)C=CC=C1)=O)C1=C2N(N=C1)CC(C2)(C)C